(4aR,8aS)-6-(3-(phenoxymethyl)azetidine-1-carbonyl)hexahydro-2H-pyrido[4,3-b][1,4]oxazin-3(4H)-one O(C1=CC=CC=C1)CC1CN(C1)C(=O)N1C[C@@H]2[C@@H](OCC(N2)=O)CC1